4-chloro-N-(1-(2-hydroxy-3-methylphenyl)naphthalen-2-yl)benzamide ClC1=CC=C(C(=O)NC2=C(C3=CC=CC=C3C=C2)C2=C(C(=CC=C2)C)O)C=C1